tert-butyl (S)-3-((6-(4-amino-2,3-difluorophenyl)-8-methyl-7-oxo-7,8-dihydropyrido[2,3-d]pyrimidin-2-yl)amino)piperidine-1-carboxylate NC1=C(C(=C(C=C1)C1=CC2=C(N=C(N=C2)N[C@@H]2CN(CCC2)C(=O)OC(C)(C)C)N(C1=O)C)F)F